(R)-5-chloro-2-fluoro-4-((piperidin-3-ylmethyl)amino)-N-(thiazol-2-yl)benzenesulfonamide ClC=1C(=CC(=C(C1)S(=O)(=O)NC=1SC=CN1)F)NC[C@H]1CNCCC1